7-bromo-2,4-dichloro-6-(difluoromethyl)-8-fluoroquinazoline BrC1=C(C=C2C(=NC(=NC2=C1F)Cl)Cl)C(F)F